FC(C=1C=C(C=CC1)C#CCN1C=CC2=CC=CC=C12)(F)F 1-(3-(3-(trifluoromethyl)phenyl)prop-2-yn-1-yl)-1H-indole